NC=1N=CC(=NC1C(NC=1C=NC=CC1N1C(=NC=C1)C)=O)C1=CC=C(CCNC(OCC2=CC=CC=C2)=O)C=C1 Benzyl (4-(5-amino-6-((4-(2-methyl-1H-imidazol-1-yl)pyridin-3-yl)carbamoyl)pyrazin-2-yl)phenethyl)carbamate